N1=C(C=CC=C1)CNCC1=CC=C(C=C1)CN(C(CN)=O)C1=NC=2CCCCC2C=C1 N-[[4-[[(2-pyridylmethyl)amino]methyl]phenyl]methyl]-N-(5,6,7,8-tetrahydro-quinolyl)-(L)-glycinamide